N-(2-(5-((4-(4-cyano-6-methylpyrimidin-2-yl)piperazin-1-yl)sulfonyl)-2,3-dihydro-1H-pyrrolo[3,2-b]pyridine-1-carbonyl)phenyl)-N-methylmethanesulfonamide C(#N)C1=NC(=NC(=C1)C)N1CCN(CC1)S(=O)(=O)C1=CC=C2C(=N1)CCN2C(=O)C2=C(C=CC=C2)N(S(=O)(=O)C)C